(S)-ethyl 8-(2-amino-6-((R)-1-(2-(3-(tert-butyl)-1H-pyrazol-1-yl)-4-chlorophenyl)-2,2,2-trifluoroethoxy)pyrimidin-4-yl)-2,8-diazaspiro[4.5]decane-3-carboxylate NC1=NC(=CC(=N1)N1CCC2(C[C@H](NC2)C(=O)OCC)CC1)O[C@@H](C(F)(F)F)C1=C(C=C(C=C1)Cl)N1N=C(C=C1)C(C)(C)C